2-isopropyl-3-oxo-2,3-dihydro-1H-pyrazolo[3,4-d]pyrimidin C(C)(C)N1NC2=NC=NC=C2C1=O